COC1=C(CCN[C@@H]2[C@H](CCCC2)CC=2C=C3CN(C(C3=CC2)=O)C2C(NC(CC2)=O)=O)C=CC=C1 3-(5-(((1R,2S)-2-((2-methoxyphenethyl)amino)cyclohexyl)methyl)-1-oxoisoindolin-2-yl)piperidine-2,6-dione